hexanediol bis[3-(3,5-di-tert-butyl-4-hydroxy-phenyl)-propionate] C(C)(C)(C)C=1C=C(C=C(C1O)C(C)(C)C)CCC(=O)OC(CCCCC)OC(CCC1=CC(=C(C(=C1)C(C)(C)C)O)C(C)(C)C)=O